1-methyl-4-[4-methyl-4-(4-nitrophenoxy)piperidin-1-yl]-2-oxo-1,2-dihydroquinoline-3-carbonitrile CN1C(C(=C(C2=CC=CC=C12)N1CCC(CC1)(OC1=CC=C(C=C1)[N+](=O)[O-])C)C#N)=O